ClC1=C(CN2CC(CCC2)C2=NN(C(N2)=O)C=2C=CC=C3C=CC(NC23)=O)C=CC=C1 8-(3-(1-(2-chlorobenzyl)piperidin-3-yl)-5-oxo-4,5-dihydro-1H-1,2,4-triazol-1-yl)quinolin-2(1H)-one